(1S,3aR,6aS)-2-(4-methoxy-1H-indole-2-carbonyl)-N-[(2S)-1-oxo-3-[(3S)-2-oxopyrrolidin-3-yl]propan-2-yl]-hexahydro-1H-cyclopenta[c]pyrrole-1-carboxamide COC1=C2C=C(NC2=CC=C1)C(=O)N1[C@@H]([C@@H]2[C@H](C1)CCC2)C(=O)N[C@H](C=O)C[C@H]2C(NCC2)=O